C(C)(C)(C)OC(N[C@@H]1CNCC1)=O (S)-pyrrolidin-3-yl-carbamic acid tert-butyl ester